COC1=CC=C(C=C1)SCC1=CC=CC=C1 benzyl (4-methoxyphenyl) sulfide